C(CC)[Si](OC)(OC)OC.[O] oxygen propyl-trimethoxysilane